5-t-butylphenyl-3-t-butylphenyl-1,2,4-Triazole C(C)(C)(C)C=1C=CC=C(C1)C1=NC(=NN1)C1=CC(=CC=C1)C(C)(C)C